NC1=NN(C=2CN(CCC21)S(=O)(=O)C2=CC=NC=C2)C(=O)C2CCNC1=CC=C(C=C21)F (3-amino-6-(pyridin-4-ylsulfonyl)-4,5,6,7-tetrahydropyrazolo[3,4-c]pyridin-1-yl)(6-fluoro-1,2,3,4-tetrahydroquinolin-4-yl)methanone